trans-4-(dimethylamino)cyclohexanecarboxylic acid hydrazide CN([C@@H]1CC[C@H](CC1)C(=O)NN)C